ClC1=CC=C(OC=2C=NNC2C2=C(C=C(C=C2)C(F)(F)F)F)C=C1 4-(4-Chlorophenoxy)-5-[2-fluoro-4-(trifluoromethyl)phenyl]-1H-pyrazole